tert-butyl 3-methyl-3-(1-methyl-4-piperidyl)pyrrolidine-1-carboxylate CC1(CN(CC1)C(=O)OC(C)(C)C)C1CCN(CC1)C